[Pt+2].C(C(O)C(C(=O)[O-])CC(=O)[O-])(=O)[O-].C1(C(CCCC1)N)N.C(C(O)C(C(=O)[O-])CC(=O)[O-])(=O)[O-].[Pt+2].[Pt+2] (1,2-cyclohexanediamine) isocitrate platinum (II)